C(C=C)NC(C(=O)OCC)=O ethyl 2-(allylamino)-2-oxo-acetate